1-hydroxy-4-methyl-6-(2,4,4-trimethylpentyl)-2(1H)pyridinone 2-aminoethanol salt NCCO.ON1C(C=C(C=C1CC(CC(C)(C)C)C)C)=O